N-{1-[1-(diphenylmethyl)azetidin-3-yl]-1H-pyrazol-4-yl}acetamide C1(=CC=CC=C1)C(N1CC(C1)N1N=CC(=C1)NC(C)=O)C1=CC=CC=C1